P(=O)(O)(O)O.C(CC)N[C@]1(C(O)=C(O)C(O1)=O)[C@H](CO)O propylaminovitamin C phosphate